CC(CC)S(=O)(=O)[O-].[NH4+] ammonium 1-methyl-1-propanesulfonate